BrC1=CC(=C(OC(C(=O)NOC2CCC2)C)C=C1)C1=NOC=C1 4-Bromo-2-(1,2-oxazol-3-yl)phenoxyl-N-cyclobutoxypropanamid